FC=1C=NC=CC1C=1N=C2N(N=CC(=C2NC(C)C)C(=O)NCCC(C)(C)O)C1 2-(3-fluoropyridin-4-yl)-N-(3-hydroxy-3-methylbutyl)-8-(isopropylamino)imidazo[1,2-b]pyridazine-7-carboxamide